C(C)(=O)OC(\C=C\COC(C)=O)=O trans-1,4-diacetoxy-2-butenal